γ-Amino-butyric acid NCCCC(=O)O